4-(bis(2-((tert-butyldimethylsilyl)oxy)dodecyl)amino)butyric acid [Si](C)(C)(C(C)(C)C)OC(CN(CCCC(=O)O)CC(CCCCCCCCCC)O[Si](C)(C)C(C)(C)C)CCCCCCCCCC